FC=1C(=NC=CC1CC=1C=NC=C(C1C)OC1CC2(CN(C2)C)C1)NS(NC)(=O)=O 3-fluoro-4-[[4-methyl-5-[(2-methyl-2-azaspiro[3.3]hept-6-yl)oxy]-3-pyridinyl]methyl]-N-(methylsulfamoyl)pyridin-2-amine